N-((1H-imidazol-2-yl)methyl)-4-(9,9-dioxido-3,8,10,11-tetrahydropyrazolo[4,3-f]thiopyrano[3,4-c]quinolin-7-yl)benzamide N1C(=NC=C1)CNC(C1=CC=C(C=C1)C1=NC2=CC=C3C(=C2C2=C1CS(CC2)(=O)=O)C=NN3)=O